n-propyl-l-arginine C(CC)N[C@@H](CCCNC(N)=N)C(=O)O